6-((2-chloro-5,5-dioxido-7,8-dihydro-6H-thiopyrano[3,2-d]pyrimidin-4-yl)amino)-3-methylquinazolin-4(3H)-one ClC=1N=C(C2=C(N1)CCCS2(=O)=O)NC=2C=C1C(N(C=NC1=CC2)C)=O